C1(=CC=CC=C1)C1=C2C=C(CC2=CC=2CCCC12)C 4-phenyl-2-methyl-1,5,6,7-tetrahydro-s-indacene